CC(CCC(=O)O)CCCCCCCC(CC)C 4,12-dimethyl-tetradecanoic acid